C(C1=CC=CC=C1)SC=1N=CC2=C(N1)N=C(C(=C2)OC2=CC=C(C=C2)F)N 2-(benzylsulfanyl)-6-(4-fluorophenoxy)pyrido[2,3-d]pyrimidin-7-amine